((2-(2-(2-(di-methoxycarbonylmethyl-amino)-4-nitrophenoxy)-ethoxy)-4-methyl-5-nitrophenyl)-methoxycarbonylmethyl-amino)-acetic acid methyl ester COC(CN(CC(=O)OC)C1=C(C=C(C(=C1)[N+](=O)[O-])C)OCCOC1=C(C=C(C=C1)[N+](=O)[O-])NC(C(=O)OC)C(=O)OC)=O